(2-(4-chlorophenyl)pyrazolo[1,5-a]pyrimidin-6-yl)(2-hydroxy-5-nitrophenyl)methanone ClC1=CC=C(C=C1)C1=NN2C(N=CC(=C2)C(=O)C2=C(C=CC(=C2)[N+](=O)[O-])O)=C1